7-[2-(1-cyclopropylpyrazol-4-yl)-6-methyl-morpholin-4-yl]-9-(2,4-difluorophenyl)-2,3-dimethyl-pyrazino[1,2-a]pyrimidin-4-one C1(CC1)N1N=CC(=C1)C1CN(CC(O1)C)C=1N=C(C=2N(C(C(=C(N2)C)C)=O)C1)C1=C(C=C(C=C1)F)F